1-allyl-6,7-dichloro-3-(piperidin-3-ylmethyl)-1,3,4,9-tetrahydro-[1,2,6]thiadiazino[4,3-g]indole 2,2-dioxide C(C=C)N1S(N(CC=2C=C(C=3C(=CNC3C21)Cl)Cl)CC2CNCCC2)(=O)=O